2-(2,6-dimethyl-4-((5-oxo-4-(4-(trifluoromethyl)phenyl)-4,5-dihydro-1H-1,2,4-triazol-1-yl)methyl)phenoxy)acetic acid CC1=C(OCC(=O)O)C(=CC(=C1)CN1N=CN(C1=O)C1=CC=C(C=C1)C(F)(F)F)C